6-(cyclopropanecarboxamido)-4-((3-(5-(3-hydroxyoxetan-3-yl)pyrazin-2-yl)-2-methoxyphenyl)amino)-N-(methyl-d3)pyridazine-3-carboxamide C1(CC1)C(=O)NC1=CC(=C(N=N1)C(=O)NC([2H])([2H])[2H])NC1=C(C(=CC=C1)C1=NC=C(N=C1)C1(COC1)O)OC